2-(tert-butoxycarbonyl)-6-((4-phenoxybutanoyl)glycyl)-2,6-diazaspiro[3.4]octane-7-carboxylic acid C(C)(C)(C)OC(=O)N1CC2(C1)CN(C(C2)C(=O)O)C(CNC(CCCOC2=CC=CC=C2)=O)=O